CC(CCCCCCCCCC)OC([O-])=O 2-dodecylcarbonate